N1C(C(OCC1)=O)=O morpholin-dione